ClC1=C(C(=O)NC2=C3C=NN(C3=CC=C2)C2=CC(=CC=C2)C)C=C(C=C1)CNC(=O)C1CC1 2-Chloro-5-{[(cyclopropylcarbonyl)amino]methyl}-N-[1-(3-methylphenyl)-1H-indazol-4-yl]benzamide